3-isopropyl-4-(3-methyl-1,2,4-thiadiazol-5-yl)-1,3,4,5-tetrahydro-2H-benzo[1,4]diazepin-2-one C(C)(C)C1C(NC2=C(CN1C1=NC(=NS1)C)C=CC=C2)=O